C=CCCC(C)C iso-heptene